3-[2-(2,6-diazaspiro[3.3]heptan-2-yl)pyrimidin-5-yl]-5-[(1R)-1-(3,5-dichloro-4-pyridyl)ethoxy]-1H-indazole C1N(CC12CNC2)C2=NC=C(C=N2)C2=NNC1=CC=C(C=C21)O[C@H](C)C2=C(C=NC=C2Cl)Cl